C(C)OC(C(C(C)=O)C(C1=C(C=CC=C1)Cl)=O)=O 2-(2-chlorobenzoyl)-3-oxobutanoic acid ethyl ester